CC1(CN(CCC1)C1=NOC(=N1)[C@H](C)N)C (S)-1-(3-(3,3-dimethylpiperidin-1-yl)-1,2,4-oxadiazol-5-yl)ethan-1-amine